(4-(1-ethyl-2-(trifluoromethyl)-1H-benzimidazol-4-yl)phenyl)(morpholin-4-yl)methanone C(C)N1C(=NC2=C1C=CC=C2C2=CC=C(C=C2)C(=O)N2CCOCC2)C(F)(F)F